N-[4-(3-Cyanophenyl)-5-(2,6-dimethyl-4-pyridyl)thiazol-2-yl]-1-methyl-2-oxo-1,8-diazaspiro[4.5]decane-8-carboxamide C(#N)C=1C=C(C=CC1)C=1N=C(SC1C1=CC(=NC(=C1)C)C)NC(=O)N1CCC2(CCC(N2C)=O)CC1